C(=C)C=1C(=NC(N([C@H]2C[C@H](O)[C@@H](CO)O2)C1)=O)N 5-Vinyl-2'-deoxycytidine